6-(2,4-dimethyl-1,3-thiazol-5-yl)-2-(2,3-difluoro-1-pyrido[2,3-d]pyrimidin-4-ylpiperidin-4-yl)methylpyridazin-3-one CC=1SC(=C(N1)C)C=1C=CC(N(N1)CC1C(C(N(CC1)C=1C2=C(N=CN1)N=CC=C2)F)F)=O